C(C)(C)N(CCCCC(CCCCCCCCCCCCCCCCCC\C=C/CCCCCCCC(=O)[O-])(CCCCCCCCCCCCCCCCCC\C=C/CCCCCCCC(=O)[O-])O)C(C)C 11-(4-(Diisopropylamino)butyl)-11-hydroxyhenicosane-1,21-diyldioleate